(isopropylamino)-N-(2-morpholino-2-oxoethyl)-6-(1H-pyrazol-4-yl)quinoline-3-carboxamide C(C)(C)NC1=NC2=CC=C(C=C2C=C1C(=O)NCC(=O)N1CCOCC1)C=1C=NNC1